FC1=C(C=CC(=C1)C)S(=O)(=O)N1[C@@H](CCC1)C(=O)OCCCC Butyl ((2-fluoro-4-methylphenyl)sulfonyl)-L-prolinate